N(N)C(=O)C12CC(C1)(C2)NC(COC2CC(C2)OC(F)(F)F)=O N-[1-(hydrazinocarbonyl)-3-bicyclo[1.1.1]pentanyl]-2-[3-(trifluoromethoxy)cyclobutoxy]acetamide